tert-Butyl 4-(4-[3-cyano-4-methoxypyrazolo[1,5-a]pyridin-6-yl]-5-methyl-1,2,3-triazol-1-yl)piperidine-1-carboxylate C(#N)C=1C=NN2C1C(=CC(=C2)C=2N=NN(C2C)C2CCN(CC2)C(=O)OC(C)(C)C)OC